C1(C=CC(N1CCCC(=O)ON1C(CCC1=O)=O)=O)=O N-[γ-maleimidobutyryloxy]Succinimide